Cl.C1NCC12C[C@H](CC2)O (6S)-2-azaspiro[3.4]octane-6-ol hydrochloride